4-(2-chloro-4-fluorophenyl)-2-((2R,4R)-2-(1-cyclopropyl-1H-pyrazol-4-yl)tetrahydro-2H-pyran-4-yl)-6,7-dimethylpteridine ClC1=C(C=CC(=C1)F)C1=NC(=NC2=NC(=C(N=C12)C)C)[C@H]1C[C@@H](OCC1)C=1C=NN(C1)C1CC1